2-(bis(3-hydroxypropyl)amino)ethyl (bis(diethoxyphosphoryl)-methyl)carbamate C(C)OP(=O)(OCC)C(P(=O)(OCC)OCC)NC(OCCN(CCCO)CCCO)=O